(S)-2-naphthylethyl-amine C1=C(C=CC2=CC=CC=C12)CCN